CC1=CN=CN1CC=1C=C(C=CC1OC1=CC=CC=C1)N1C(N(C(NC1=O)=O)C1=CC(=CC=C1)C)=O 1-{3-[(5-methyl-1H-imidazol-1-yl)methyl]-4-phenoxyphenyl}-3-(3-methylphenyl)-1,3,5-triazine-2,4,6-trione